CN1CCN(CC1)CCCC(=O)OCC1=CC(=CC(=C1)OCCCCCCCCCCC)OCCCCCCCCCC 3-(Decyloxy)-5-(undecyloxy)benzyl 4-(4-methylpiperazin-1-yl)butanoate